[6-(2,3-Dihydro-benzo[1,4]dioxin-5-yl)-2-methoxy-pyridin-3-yl]-((R)-3-pyrrolidin-2-yl-phenyl)-amine O1CCOC2=C1C=CC=C2C2=CC=C(C(=N2)OC)NC2=CC(=CC=C2)[C@@H]2NCCC2